C(#N)C1=CN=C2N1C(=CC(=C2)C=2C=NN(C2)C)C2=CC=C(C=C2)C(C(=O)N)=C (4-(3-cyano-7-(1-methyl-1H-pyrazol-4-yl)imidazo[1,2-a]pyridin-5-yl)phenyl)acrylamide